2-((2-(((3-(3-Amino-6-methoxypyridin-2-yl)propyl)(tert-butoxycarbonyl)amino)-methyl)-4-fluorophenyl)amino)-5-fluoro-4-(trifluoromethyl)benzoic acid NC=1C(=NC(=CC1)OC)CCCN(C(=O)OC(C)(C)C)CC1=C(C=CC(=C1)F)NC1=C(C(=O)O)C=C(C(=C1)C(F)(F)F)F